CC1(N2C=CC=C2C(CC1)=O)C(=O)NC=1SC(=CN1)C1=CC(=C(C=C1)OC(F)(F)F)C 5-methyl-N-[5-[3-methyl-4-(trifluoromethoxy)phenyl]thiazol-2-yl]-8-oxo-6,7-dihydroindolizine-5-carboxamide